N1=CC(=CC=C1)C=1C=C(C=CC1)C1=CC(=CC=C1)C1=NC(=NC(=N1)C=1C=C(C=CC1)C1=CC(=CC=C1)C=1C=NC=CC1)C=1C=C(C=CC1)C1=CC(=CC=C1)C=1C=NC=CC1 2,4,6-tris[3'-(pyridine-3-yl)biphenyl-3-yl]-1,3,5-triazine